COC=1C=C(C=C(C1OC)OC)N1C([C@H]([C@@H]1C1=CC(=C(C=C1)OC)OCC1=CC=CC=C1)CN)=O (3S,4R)-1-(3,4,5-trimethoxyphenyl)-4-(3-benzyloxy-4-methoxyphenyl)-3-aminomethyl-azetidin-2-one